tert-butyl ((7-(difluoromethyl)-2-(3-((1r,3r)-3-methoxy-1-(4-methyl-4H-1,2,4-triazol-3-yl)cyclobutyl)phenyl)-3-oxoisoindolin-5-yl)methyl)(1-methylcyclobutyl)carbamate FC(C=1C=C(C=C2C(N(CC12)C1=CC(=CC=C1)C1(CC(C1)OC)C1=NN=CN1C)=O)CN(C(OC(C)(C)C)=O)C1(CCC1)C)F